FC=1C=CC(=NC1)NC1=CC2=C(C=N1)C(NN2C2=CC(=NC=C2)OC)=O 6-((5-fluoropyridin-2-yl)amino)-1-(2-methoxypyridin-4-yl)-1,2-dihydro-3H-pyrazolo[4,3-c]pyridin-3-one